BrC1=CC=2C(C3=CC(=CC=C3C2C=C1)Br)=O 2,7-dibromo-9-fluorenone